C(CCC)C1=C(C=CC=C1)C(=O)OC(CO)CO 2-(2-butylphenyl)formyloxy-1,3-propanediol